NC1(CN(CCOC1)C(=O)OC(C)(C)C)CC(=O)O 2-(6-Amino-4-(tert-butoxycarbonyl)-1,4-oxazepan-6-yl)acetic acid